C(C)OC(=O)C=1C=NN2C1N=C(C=C2NCC2=CC=C(C=C2)OC)NC=2C=CC=C1CCCOC21 5-(Chroman-8-ylamino)-7-[(4-methoxyphenyl)methyl-amino]pyrazolo[1,5-a]pyrimidine-3-carboxylic acid ethyl ester